C(C)N1CCC(CC1)C1(OC2=C(O1)C(=CC(=C2C)C(=O)NCC=2C(NC(=CC2SC)C)=O)C=2C=NC(=CC2)N2CCOCC2)C 2-(1-ethylpiperidin-4-yl)-2,4-dimethyl-N-((6-methyl-4-(methylsulfanyl)-2-oxo-1,2-dihydropyridin-3-yl)methyl)-7-(6-morpholinopyridin-3-yl)benzo[d][1,3]dioxole-5-carboxamide